6-((3S,4S)-4-amino-3-methyl-2-oxa-8-azaspiro[4.5]decan-8-yl)-3-(imidazo[1,2-b]pyridazin-3-ylethynyl)-5-methyl-1,5-dihydro-4H-pyrazolo[3,4-d]pyrimidin-4-one N[C@@H]1[C@@H](OCC12CCN(CC2)C=2N(C(C1=C(N2)NN=C1C#CC1=CN=C2N1N=CC=C2)=O)C)C